2-(1-methyl-1H-pyrazol-4-yl)-4H-thieno[3,2-c]pyran-7(6H)-one CN1N=CC(=C1)C1=CC=2COCC(C2S1)=O